4-(4'-trifluoromethoxybenzoyloxy)cyclohexyl-3,5-diamino-2,4-diaminobenzene FC(OC1=CC=C(C(=O)OC2CCC(CC2)C2=C(C(=C(C(=C2)N)N)N)N)C=C1)(F)F